4,4'-dinitrodiphenylsulfone C1=CC(=CC=C1[N+](=O)[O-])S(=O)(=O)C2=CC=C(C=C2)[N+](=O)[O-]